(R)-4-Nitrophenyl-sulfinate 2-(((1-chloroethoxy)carbonyl)oxy)-1,1,3,3-tetraethylisoindoline-5-carboxylate ClC(C)OC(=O)ON1C(C2=CC=C(C=C2C1(CC)CC)C(=O)O)(CC)CC.[N+](=O)([O-])C1=CC=C(C=C1)S(=O)O